7-(2-fluoro-4-(trifluoromethyl)phenyl)-2-methylbenzo[4,5]thieno[2,3-b]pyridin-4(1H)-one FC1=C(C=CC(=C1)C(F)(F)F)C1=CC2=C(C3=C(NC(=CC3=O)C)S2)C=C1